methyl (E)-3-hydroxy-2-[2-[[4-(trifluoromethyl)-2-pyridyl]oxy]phenyl]prop-2-enoate O/C=C(/C(=O)OC)\C1=C(C=CC=C1)OC1=NC=CC(=C1)C(F)(F)F